BrC=1C=C2C(NC(=NC2=C(C1)Br)NC1=CC(=CC(=C1)F)F)=O 6,8-dibromo-2-((3,5-difluorophenyl)amino)quinazoline-4(3H)-one